[N+](=O)([O-])C=1C=CC(=C(OC2=C(C=CC=C2)N2CN=CC=C2N)C1)OCCN1CCCC1 3-(2-(5-nitro-2-(2-(pyrrolidin-1-yl)ethoxy)phenoxy)phenyl)pyrimidin-4-amine